C(CCCCCCCCCCCCC)NCCCN N'-n-tetradecyl-propane-1,3-diamine